N[C@@H]1CN(CCC1)C1=CC=C(C=N1)NC1=C(C=NC2=CC=C(N=C12)C1=CC(=C(C(=C1)F)O)Cl)C(=O)C1CCC1 (S)-(4-{[6-(3-aminopiperidin-1-yl)pyridin-3-yl]amino}-6-(3-chloro-5-fluoro-4-hydroxyphenyl)-1,5-naphthyridin-3-yl)(cyclobutyl)methanone